1-[4-[5-(trifluoromethyl)-1,2,4-oxadiazol-3-yl]phenyl]ethanone FC(C1=NC(=NO1)C1=CC=C(C=C1)C(C)=O)(F)F